N-(4-(1H-1,2,3-triazol-1-yl)benzyl)-5-methyl-2-(2-isopropylphenyl)pyrimidin-4-amine N1(N=NC=C1)C1=CC=C(CNC2=NC(=NC=C2C)C2=C(C=CC=C2)C(C)C)C=C1